BrC1=CC=2CC3=CC=CC=C3SC2C=C1 2-bromo-thioxanthene